CC(CCC(C)=O)=CC1=CC=C(C=C1)C 5-methyl-6-(p-tolyl)hex-5-en-2-one